oxindole hydrazone N1C(CC2=CC=CC=C12)=NN